C(=CC1=CC=CC=C1)N1N=NC=C1 1-styryl-1,2,3-triazole